O1C(OCC1)CCC(C(C)C)N1CC(C1)C=1C=C(C=2N(C1)C(=NC2)C)C2=C(C(=O)N(C(C)C)CC)C=C(C=C2)F 2-(6-{1-[1-(1,3-dioxolan-2-yl)-4-methylpentan-3-yl]azetidin-3-yl}-3-methylimidazo[1,5-a]pyridin-8-yl)-N-ethyl-5-fluoro-N-(isopropyl)benzamide